ClC=1C=C(CN2C(N(C=3N=C(N(C3C2=O)C)NC2CC(CCC2)C(=O)O)C)=O)C=CC1Cl (±)-3-(1-(3,4-dichlorobenzyl)-3,7-dimethyl-2,6-dioxo-2,3,6,7-tetrahydro-1H-purin-8-ylamino)cyclohexanecarboxylic acid